1-(3-Fluoro-5-fluoro-methoxypyridin-2-yl)-7-methoxy-3-methyl-8-(1-methyl-1H-pyrazol-4-yl)-1,3-dihydroimidazo[4,5-c]-quinolin-2-one FC=1C(=NC=C(C1OC)F)N1C(N(C=2C=NC=3C=C(C(=CC3C21)C=2C=NN(C2)C)OC)C)=O